5-(4-(3-(8-fluoro-2-(4-methoxybenzyl)-1-oxo-1,2-dihydroisoquinolin-3-yl)cyclopentyl)piperazin-1-yl)-N-methylpicolinamide FC=1C=CC=C2C=C(N(C(C12)=O)CC1=CC=C(C=C1)OC)C1CC(CC1)N1CCN(CC1)C=1C=CC(=NC1)C(=O)NC